N'-acetyl-4-amino-N-(2-fluoro-4-((tetrahydrofuran-3-yl)ethynyl)benzyl)-N',1-dimethyl-1H-pyrazolo[4,3-c]quinoline-8-carbohydrazide C(C)(=O)N(N(C(=O)C1=CC=2C3=C(C(=NC2C=C1)N)C=NN3C)CC3=C(C=C(C=C3)C#CC3COCC3)F)C